1-Chloro-2-iodo-3-(methoxymethoxy)-5-(trifluoromethyl)benzene ClC1=C(C(=CC(=C1)C(F)(F)F)OCOC)I